C(C)(C)(C)C1=NN(C(=C1)N)C1=CC=CC=C1 3-(tert-butyl)-1-phenyl-1H-pyrazol-5-amine